5-bromo-N-(1-((trans)-4-(2-((tert-butyldiphenylsilyl)oxy)ethyl)cyclohexyl)-1H-pyrazol-4-yl)imidazo[1,2-a]pyrazin-8-amine BrC1=CN=C(C=2N1C=CN2)NC=2C=NN(C2)[C@@H]2CC[C@H](CC2)CCO[Si](C2=CC=CC=C2)(C2=CC=CC=C2)C(C)(C)C